OC1=NC(N(C2=CC(=CC(=C12)OC)C(F)(F)F)C=1C(=NC=CC1)C)=O 4-hydroxy-5-methoxy-1-(2-methylpyridin-3-yl)-7-(trifluoromethyl)quinazolin-2(1H)-one